C1(CC1)NC(C=CCCC(C(=O)N)NC(=O)C=1C=NC2=CC=C(C=C2C1O)OC(F)(F)F)=O N1-cyclopropyl-6-(4-hydroxy-6-(trifluoromethoxy)quinoline-3-carboxamido)hept-2-enediamide